imidazolyl oxide N1C(=NC=C1)OC=1NC=CN1